CN1C2=C(OCC1)C=C(C=C2)C(=O)N2CC=1C(CC2)=C(N(N1)C)C1=CC=CC=C1 (4-methyl-3,4-dihydro-2H-benzo[b][1,4]oxazin-7-yl)(2-methyl-3-phenyl-2,4,5,7-tetrahydro-6H-pyrazolo[3,4-c]pyridin-6-yl)methanone